1-(4-(6-chloro-8-fluoro-7-(2-fluoro-6-hydroxyphenyl)-2-((1-isopropyl-azetidin-3-yl)oxy)quinazolin-4-yl)piperazin-1-yl)prop-2-en-1-one ClC=1C=C2C(=NC(=NC2=C(C1C1=C(C=CC=C1O)F)F)OC1CN(C1)C(C)C)N1CCN(CC1)C(C=C)=O